FC1=CC(=C(CNC=2C=3N(C=C(C2)NC(=O)NC)C(=C(N3)C)C)C(=C1)C)C 1-(8-((4-fluoro-2,6-dimethylbenzyl)amino)-2,3-dimethylimidazo[1,2-a]pyridin-6-yl)-3-methylurea